N-[5-[(4-ethylpiperazin-1-yl)methyl]pyridin-2-yl]-5-fluoro-4-(7-fLuoro-2-methyl-3-propan-2-ylbenzimidazol-5-yl)pyrimidin-2-amine C(C)N1CCN(CC1)CC=1C=CC(=NC1)NC1=NC=C(C(=N1)C1=CC2=C(N=C(N2C(C)C)C)C(=C1)F)F